CN(C(=O)[C@@H]1C[C@@H](C[C@@H](C1)NC=1C2=C(N=CN1)SC(=C2)CC(F)(F)F)NC(OCC2=CC=CC=C2)=O)C benzyl [(1S,3S,5R)-3-(dimethylcarbamoyl)-5-{[6-(2,2,2-trifluoroethyl)thieno[2,3-d]pyrimidin-4-yl]amino}cyclohexyl]carbamate